BrC=1C(=CC2=C(N(CC(CS2)(CC)CCCC)C2=CC=CC=C2)C1)OC 7-bromo-3-butyl-3-ethyl-8-methoxy-5-phenyl-2,3,4,5-tetrahydro-1,5-benzothiazepine